(S)-Cyanomethyl 3-(3-chlorophenyl)-2-(methylamino)propanoate hydrochloride Cl.ClC=1C=C(C=CC1)C[C@@H](C(=O)OCC#N)NC